methyl (3S,4S)-4-methyl-pyrrolidine-3-carboxylate hydrochloride Cl.C[C@H]1[C@@H](CNC1)C(=O)OC